FC([C@@H]1NCCNC1)(F)F (2R)-2-(trifluoromethyl)piperazine